C1(CC1)C(=O)C=1N=C2N(N1)[C@@H](C[C@H]2F)C2=CC=CC=C2 |&1:10| cyclopropyl-[(SR,7R)-7-fluoro-5-phenyl-6,7-dihydro-5H-pyrrolo[1,2-b][1,2,4]triazol-2-yl]methanone